C(C(C)C)C(C(N)(C1=CC=CC=C1)C1=CC=CC=C1)N 1-isobutyl-2,2-diphenyl-1,2-ethylenediamine